ClC1=CC(=C(S1)C(=O)O)OCCN1CCN(CC1)C 5-chloro-3-(2-(4-methylpiperazin-1-yl)ethoxy)thiophene-2-carboxylic acid